C(C)OC(C(CC1=CNC2=CC(=CC=C12)OC)N)=O 2-amino-3-(6-methoxy-1H-indol-3-yl)-propionic acid ethyl ester